6-(hydrazinecarbonyl)-N-((1r,4r)-4-methoxycyclohexyl)picolinamide N(N)C(=O)C1=CC=CC(=N1)C(=O)NC1CCC(CC1)OC